(R)-7-chloro-8-(3-(methoxymethyl)-4-methylpiperazin-1-yl)-1,2,3,4-tetrahydro-5H-chromeno[3,4-c]pyridin-5-one ClC1=C(C=CC2=C1OC(C=1CNCCC12)=O)N1C[C@@H](N(CC1)C)COC